FC(CCN)F 3,3-difluoro-1-aminopropane